C(CCC(=O)O)(=O)O.C(CCC(=O)O)(=O)O.ClC=1C=CC(=C(CN2C[C@@H](NCC2)C)C1)OCC (S)-1-(5-chloro-2-ethoxybenzyl)-3-methylpiperazine disuccinate